(n-nonoxy)titanium C(CCCCCCCC)O[Ti]